4-(2-bromo-4-fluoro-phenyl)-N-(2-chloro-6-fluoro-phenyl)-2,5-dimethyl-pyrazol BrC1=C(C=CC(=C1)F)C=1CN(N(C1C)C1=C(C=CC=C1F)Cl)C